2-chloro-3-hydroxy-3-phenyl-2-(3-(trifluoromethyl)benzyl)propionic acid ClC(C(=O)O)(C(C1=CC=CC=C1)O)CC1=CC(=CC=C1)C(F)(F)F